1-(3-(5-((dimethylamino)methyl)thiazol-2-yl)phenyl)ethylamine CN(C)CC1=CN=C(S1)C=1C=C(C=CC1)C(C)N